5-((1s,4s)-4-((2-hydroxyethyl)(methyl)carbamoyl)cyclohexyl)-4-oxo-2-((2-(trimethylsilyl)ethoxy)methyl)-4,5-dihydro-2H-pyrazolo[4,3-c]pyridine-7-carboxylic acid OCCN(C(=O)C1CCC(CC1)N1C(C=2C(C(=C1)C(=O)O)=NN(C2)COCC[Si](C)(C)C)=O)C